BrC=1C=C(C=CC1)C1(CC(C1)=O)C1=NN=CN1C 3-(3-bromophenyl)-3-(4-methyl-4H-1,2,4-triazol-3-yl)cyclobutane-1-one